NC(C(CCC(=O)OC(C)(C)C)N1C(C2=CC=C(C=C2C1)C1=NC=CC(=C1C(F)(F)F)CO)=O)=O tert-butyl 5-amino-4-(5-(4-(hydroxymethyl)-3-(trifluoromethyl)pyridin-2-yl)-1-oxoisoindolin-2-yl)-5-oxopentanoate